N-(6-([1,1'-biphenyl]-3-ylmethyl)-5-(2-fluoropropionyl)-5-azaspiro[2.4]heptan-7-yl)methanesulfonamide C1(=CC(=CC=C1)CC1N(CC2(CC2)C1NS(=O)(=O)C)C(C(C)F)=O)C1=CC=CC=C1